[(6Z,16Z)-12-[6-(dimethylamino)hexanoyloxy]docosa-6,16-dien-11-yl] (9Z,12Z)-octadeca-9,12-dienoate C(CCCCCCC\C=C/C\C=C/CCCCC)(=O)OC(CCC\C=C/CCCCC)C(CCC\C=C/CCCCC)OC(CCCCCN(C)C)=O